CCCCCCCCCCCCCCCCCCCC(=O)NCCOP(=O)([O-])OC[C@@H](CO)O The molecule is an N-acyl-sn-glycero-3-phosphoethanolamine(1-) in which the N-acyl group is specified as icosanoyl; major species at pH 7.3. It is a conjugate base of a N-icosanoyl-sn-glycero-3-phosphoethanolamine.